ClC=1C=C2C(=C3C1NC(NC31CCCCC1)=O)OC(=N2)CNC2(CCOCC2)COC 5-chloro-2-({[4-(methoxymethyl)oxan-4-yl]amino}methyl)-7,8-dihydro-6H-spiro[[1,3]oxazolo[5,4-f]quinazoline-9,1'-cyclohexan]-7-one